2,6-di-tert-butyl-4-(4,6-bis(octylthio)-1,3,5-triazin-2-ylamino)phenol C(C)(C)(C)C1=C(C(=CC(=C1)NC1=NC(=NC(=N1)SCCCCCCCC)SCCCCCCCC)C(C)(C)C)O